ClC1=CC=C(C=C1)NC(=O)N1CCC2(CC1)C(NC1=CC=C(C=C12)C(=O)OC)=O methyl 1'-[(4-chlorophenyl)carbamoyl]-2-oxospiro[indoline-3,4'-piperidine]-5-carboxylate